2-[5-(difluoromethoxy)pyridin-2-yl]-4-[4-fluoro-2-(2,2,2-trifluoroethoxy)phenyl]-2,3-dihydro-1H-pyrrolo[3,4-c]pyridin-1-one FC(OC=1C=CC(=NC1)N1CC=2C(=NC=CC2C1=O)C1=C(C=C(C=C1)F)OCC(F)(F)F)F